5-(4-((9-(cyclopropylmethyl)-9H-purin-6-yl)oxy)phenyl)-N-(2-methoxyphenyl)thiazol-2-amine C1(CC1)CN1C2=NC=NC(=C2N=C1)OC1=CC=C(C=C1)C1=CN=C(S1)NC1=C(C=CC=C1)OC